5-chloro-4-[(1-ethyl-1H-pyrazol-4-yl)methyl]-2-{2-fluoro-5-[(2R)-2-methylmorpholin-4-yl]-3-(trifluoromethyl)phenyl}-2,4-dihydro-3H-1,2,4-triazol-3-one ClC=1N(C(N(N1)C1=C(C(=CC(=C1)N1C[C@H](OCC1)C)C(F)(F)F)F)=O)CC=1C=NN(C1)CC